tert-butyl (4-(2-((2-(2,6-dioxopiperidin-3-yl)-1,3-dioxoisoindolin-4-yl)oxy) acetamido) butyl)carbamate O=C1NC(CCC1N1C(C2=CC=CC(=C2C1=O)OCC(=O)NCCCCNC(OC(C)(C)C)=O)=O)=O